C(C1=CC=CC=C1)N1CC2(C=CC3=CC=C(C=C23)F)C1 1-benzyl-6'-fluoro-spiro[azetidine-3,1'-indene]